CC1(COC1)C(=O)NC1=CNC2=CC=C(C=C12)OCC1=CC=C(C=C1)C(F)(F)F 3-methyl-N-(5-((4-(trifluoromethyl)benzyl)oxy)-1H-indol-3-yl)oxetane-3-carboxamide